N-((1R,8R,9R,10R,11S,12R,E)-4-((tert-butyldimethylsilyl)oxy)-10,11,12-trihydroxy-13-oxa-2-thiabicyclo[7.3.1]tridec-5-en-8-yl)-2-methylpropane-2-sulfinamide [Si](C)(C)(C(C)(C)C)OC\1CS[C@@H]2[C@@H]([C@H]([C@H]([C@@H]([C@@H](C/C=C1)NS(=O)C(C)(C)C)O2)O)O)O